tert-butyl 6-bromo-7-methoxy-3,4-dihydroisoquinoline-2(1H)-carboxylate BrC=1C=C2CCN(CC2=CC1OC)C(=O)OC(C)(C)C